FC(C=1C=CC(=NC1)N1CCN(CC1)C(C#C)=O)(F)F 1-(4-(5-(trifluoromethyl)pyridin-2-yl)piperazin-1-yl)prop-2-yn-1-one